zirconium octadecenoate C(C=CCCCCCCCCCCCCCCC)(=O)[O-].[Zr+4].C(C=CCCCCCCCCCCCCCCC)(=O)[O-].C(C=CCCCCCCCCCCCCCCC)(=O)[O-].C(C=CCCCCCCCCCCCCCCC)(=O)[O-]